C(C)N(C(=O)C1=C(OC2=C(N=CN=N2)N2C[C@@H](CC2)CN2CCC3(CC2)CCC(CC3)NC(=O)C3=CC=NO3)C=CC(=C1)F)C(C)C (S)-N-(3-((1-(6-(2-(ethyl(isopropyl)carbamoyl)-4-fluorophenoxy)-1,2,4-triazin-5-yl)pyrrolidin-3-yl)methyl)-3-azaspiro[5.5]undec-9-yl)isoxazole-5-carboxamide